1-(6-(decyloxy)thieno[3,2-b]thiophen-3-yl)-N1-phenylbenzene-1,4-diamine C(CCCCCCCCC)OC1=CSC2=C1SC=C2C2(CC=C(C=C2)N)NC2=CC=CC=C2